IC1=C(C=C(C=C1)C(F)(F)F)OCOC 1-iodo-2-(methoxymethoxy)-4-(trifluoromethyl)benzene